8-[(1R)-1-[4-chloro-2-(8-fluoro-1-hydroxy-2,3,1-benzoxazaborinin-6-yl)anilino]ethyl]-2-isopropyl-3,6-dimethyl-chromen-4-one ClC1=CC(=C(N[C@H](C)C=2C=C(C=C3C(C(=C(OC23)C(C)C)C)=O)C)C=C1)C=1C=C(C2=C(C=NOB2O)C1)F